COCS(=O)(=O)C1=C(C=CC=C1)S(=O)(=O)N methoxymethanesulfonylbenzene-1-sulfonamide